[Na+].CN(C(=S)CCCS(=O)(=O)[O-])C 3-(N,N-Dimethylthiocarbamoyl)-1-propanesulfonic acid sodium salt